C(C)(C)(C)OC(=O)N1C(C(CCC1)(F)F)N1CCN(CC1)C1=C(C=C(C=C1)OC1C(NC(CC1)=O)=O)F [4-[4-[(2,6-dioxo-3-piperidyl)oxy]-2-fluoro-phenyl]piperazin-1-yl]-3,3-difluoro-piperidine-1-carboxylic acid tert-butyl ester